(+-)-4-HEPTANOLIDE C1(CC[C@@H](CCC)O1)=O |r|